(4-(4-cyclohexylphenoxy)phenyl)-2-(dimethylamino)acetonitrile C1(CCCCC1)C1=CC=C(OC2=CC=C(C=C2)C(C#N)N(C)C)C=C1